5-chloro-6-hydroxynicotinaldehyde ClC=1C(=NC=C(C=O)C1)O